BrC\C(\C(=O)O)=N/NC(N)=O (Z)-3-bromo-2-(2-carbamoylhydrazono)propionic acid